5',6'-bis(4-(9H-carbazol-9-yl)phenyl)-4,4''-di(9H-carbazol-9-yl)-4'-(2,6-dimethylpyridin-4-yl)-[1,1':2',1''-terphenyl]-3'-carbonitrile C1=CC=CC=2C3=CC=CC=C3N(C12)C1=CC=C(C=C1)C=1C(=C(C(=C(C1C1=CC=C(C=C1)N1C2=CC=CC=C2C=2C=CC=CC12)C1=CC=C(C=C1)N1C2=CC=CC=C2C=2C=CC=CC12)C1=CC=C(C=C1)N1C2=CC=CC=C2C=2C=CC=CC12)C#N)C1=CC(=NC(=C1)C)C